7-(2-amino-7-fluorobenzo[d]thiazol-4-yl)-6-chloro-8-fluoro-2-(((3R,4R)-4-methoxy-1-methylpyrrolidin-3-yl)oxy)-4-((R)-3-methylpiperazin-1-yl)quinoline-3-carbonitrile NC=1SC2=C(N1)C(=CC=C2F)C2=C(C=C1C(=C(C(=NC1=C2F)O[C@@H]2CN(C[C@H]2OC)C)C#N)N2C[C@H](NCC2)C)Cl